ClC1=C(C(=CC=C1Cl)OC)[C@H]1C[C@H]2COC(C(N2CC1)=O)CC(=O)N 2-[(8R,9aS)-8-(2,3-dichloro-6-methoxyphenyl)-4-oxo-hexahydro-1H-pyrido[2,1-c][1,4]oxazin-3-yl]acetamide